1-(2-(3,8-diazabicyclo[3.2.1]octan-8-yl)-7,8-dihydro-1,6-naphthyridin-6(5H)-yl)-2-(4,4-difluorocyclohexyl)ethan-1-one C12CNCC(CC1)N2C2=NC=1CCN(CC1C=C2)C(CC2CCC(CC2)(F)F)=O